1-(3-(4-(morpholinomethyl)-6-(pyridin-2-ylamino)pyridin-2-ylamino)piperidin-1-yl)prop-2-en-1-one O1CCN(CC1)CC1=CC(=NC(=C1)NC1=NC=CC=C1)NC1CN(CCC1)C(C=C)=O